FC1=CC=C2C(=CNC(C2=C1F)=O)C(C)N(C(=O)NC1=CC(=CC=C1)F)C 1-(1-(7,8-Difluoro-1-oxo-1,2-dihydroisoquinolin-4-yl)ethyl)-3-(3-fluorophenyl)-1-methylurea